tert-butyl (2S,5R)-2-(3,4-dichlorophenyl)-5-methyl-4-[1-(trifluoromethyl)cyclopropanecarbonyl]piperazine-1-carboxylate ClC=1C=C(C=CC1Cl)[C@@H]1N(C[C@H](N(C1)C(=O)C1(CC1)C(F)(F)F)C)C(=O)OC(C)(C)C